OC1=CC=C(C=C1)S(=O)(=O)NCCNC1=NC=CC(=N1)C1=C(N=C2SC=CN21)C2=CC(=CC=C2)O 4-hydroxyl-N-(2-((4-(6-(3-hydroxylphenyl)imidazo[2,1-b]thiazol-5-yl)pyrimidin-2-yl)amino)ethyl)benzenesulfonamide